FC1(CCOCC1)CNC1=C(C=C(C=2N=COC21)S(=O)(=O)NC(C2=CC=CC=C2)=O)[N+](=O)[O-] N-((7-(((4-fluorotetrahydro-2H-pyran-4-yl)methyl)amino)-6-nitrobenzo[d]oxazol-4-yl)sulfonyl)benzamide